tert-Butyl 3-((S)-9-bromo-8-chloro-5-(cyanomethyl)-5,6-dihydro-4H-[1,4]oxazepino[5,6,7-de]quinazolin-4-yl)pyrrolidine-1-carboxylate BrC=1C(=C2C=3C(=NC=NC3C1)N([C@H](CO2)CC#N)C2CN(CC2)C(=O)OC(C)(C)C)Cl